2-(2-(dimethylamino)ethoxy)-N-(4-(3-(piperidin-1-yl)cyclobutyloxy)phenyl)acetamide CN(CCOCC(=O)NC1=CC=C(C=C1)OC1CC(C1)N1CCCCC1)C